CC=1C(=NC=CC1)C1=NC=CC=C1C(=O)N1[C@@H]2[C@@H](C[C@H](C1)C2)OC2=NC=C(C=C2)C(F)(F)F (3'-methyl-[2,2'-bipyridine]-3-yl)((1S,4R,6R)-6-((5-(trifluoromethyl)pyridin-2-yl)oxy)-2-azabicyclo[2.2.1]hept-2-yl)methanone